COC1=CC=C(C=C1)C#CSC1=CC=CC=C1 p-methoxyphenyl-(phenylthio)acetylene